N1(CCCCC1)C=1C=CC(=NC1)N 5-(Piperidin-1-yl)pyridin-2-amine